ethyl 1-[(3,3-difluoro-1-methylcyclobutyl)methyl]-3-(1-methylcyclopropyl)-4-(trifluoromethyl)-1H-pyrazole-5-carboxylate FC1(CC(C1)(C)CN1N=C(C(=C1C(=O)OCC)C(F)(F)F)C1(CC1)C)F